N1CCC(CC1)CC1CCC2(CCN(CC2)C(=O)OC(C)(C)C)CC1 tert-butyl 9-(piperidin-4-ylmethyl)-3-azaspiro[5.5]undecane-3-carboxylate